C1(CC=CC=C1)CCCO 3-dihydrophenylpropanol